methyl iodide cetyl-carbonate C(CCCCCCCCCCCCCCC)OC(O)=O.CI